4-(4-acryloyl-2-methylpiperazin-1-yl)-7-(3-fluoro-2-methoxyphenyl)-1-(2-isopropyl-4-methylpyridin-3-yl)-2-oxo-1,2-dihydropyrido[2,3-d]pyrimidine-6-carbonitrile C(C=C)(=O)N1CC(N(CC1)C=1C2=C(N(C(N1)=O)C=1C(=NC=CC1C)C(C)C)N=C(C(=C2)C#N)C2=C(C(=CC=C2)F)OC)C